C(C1=CC=CC=C1)OC1=NC(=CC=C1C1=C(C(=C(C=C1)N1CCN(CC1)C(=O)OC(C)(C)C)F)C)OCC1=CC=CC=C1 Tert-butyl 4-[4-(2,6-dibenzyloxy-3-pyridyl)-2-fluoro-3-methyl-phenyl]piperazine-1-carboxylate